C(#N)C=1C=C(C=NC1)C1=C(C(=C(C=C1)NC(C(C)(C)C=1N=C(SC1)NS(=O)(=O)C1CC1)=O)C)F N-(4-(5-cyanopyridin-3-yl)-3-fluoro-2-methylphenyl)-2-(2-(cyclopropanesulfonamido)thiazol-4-yl)-2-methylpropanamide